C(C)(=O)OC=1C(=NC=CC1OC)C(N[C@@H](C)C=1SC(=NN1)C1=CC=C(C=C1)C1=CC=CC=C1)=O (S)-2-((1-(5-([1,1'-biphenyl]-4-yl)-1,3,4-thiadiazol-2-yl)ethyl)carbamoyl)-4-methoxypyridin-3-yl acetate